NC1=C(C=C(C=N1)C=1C=C(C=CC1)NS(=O)(=O)CCN1CCCCC1)OCC1=C(C(=CC=C1F)F)Cl 2-piperidin-1-yl-ethanesulfonic acid {3-[6-amino-5-(2-chloro-3,6-difluoro-benzyloxy)-pyridin-3-yl]-phenyl}-amide